ethyl 4-hydroxy-2-oxo-bicyclo[2.2.2]octane-1-carboxylate OC12CC(C(CC1)(CC2)C(=O)OCC)=O